NCC(=O)C1=CC=C(C(=O)O)C=C1 4-(2-aminoacetyl)-benzoic acid